5-methyl-3-(trifluoromethyl)-1-(4-vinylphenyl)-1H-pyrazole CC1=CC(=NN1C1=CC=C(C=C1)C=C)C(F)(F)F